FC=1C(=C(C=CC1)[C@@H]1C2=C(NC(=C1C(=O)OC)C)COC2=O)C(=C)C (S)-methyl 4-(3-fluoro-2-(prop-1-en-2-yl) phenyl)-2-methyl-5-oxo-1,4,5,7-tetrahydrofurano[3,4-b]pyridine-3-carboxylate